4-(1-{[6-(methoxymethyl)-2-pyridinyl]methyl}-1H-1,2,3-triazol-4-yl)-6-(3-methyl-2-pyrazinyl)-2-pyrimidinylamine COCC1=CC=CC(=N1)CN1N=NC(=C1)C1=NC(=NC(=C1)C1=NC=CN=C1C)N